di-tert-butyloxosuccinic acid C(C)(C)(C)C(C(C(=O)O)=O)(C(=O)O)C(C)(C)C